6-(4-fluoro-3-isopropyl-5-(6-((3-methyloxetan-3-yl)methyl)-2,6-diazaspiro[3.3]hept-2-yl)-1H-pyrrolo[2,3-c]pyridin-2-yl)-8-methoxy-[1,2,4]triazolo[1,5-a]pyridine FC1=C2C(=CN=C1N1CC3(C1)CN(C3)CC3(COC3)C)NC(=C2C(C)C)C=2C=C(C=3N(C2)N=CN3)OC